C1(CCCCC1)[C@@H](C(=O)NC=1C=C2CC(CC2=CC1)(N1CC2(CC2)CNC1=O)C(NC)=O)NC(=O)C1=NN(C=C1)C1CC(C1)O N-((1S)-1-cyclohexyl-2-((2-(methylcarbamoyl)-2-(6-oxo-5,7-diazaspiro[2.5]octan-5-yl)-2,3-dihydro-1H-inden-5-yl)amino)-2-oxoethyl)-1-(3-hydroxycyclobutyl)-1H-pyrazole-3-carboxamide